1-(2-(3-fluorobenzyl-(propargyl)amino)ethyl)-2-methyl-3-hydroxypyridin FC=1C=C(CN(CCN2C(C(=CC=C2)O)C)CC#C)C=CC1